2,3-dihydrobenzo[b][1,4]dioxin-6-formaldehyde O1C2=C(OCC1)C=C(C=C2)C=O